2-acryloxyethyl-sulfonic acid C(C=C)(=O)OCCS(=O)(=O)O